(2-(4-amino-6-oxo-6,7-dihydrothieno[2,3-b]pyridin-5-yl)-3H-imidazo[4,5-b]pyridin-5-yl)azepan-1-carboxylic acid tert-butyl ester C(C)(C)(C)OC(=O)N1C(CCCCC1)C1=CC=C2C(=N1)NC(=N2)C2=C(C1=C(NC2=O)SC=C1)N